1-(6-(2-hydroxyphenyl)pyridazin-4-yl)-N-methyl-4-phenyl-N-(piperidin-4-yl)piperidine-4-carboxamide OC1=C(C=CC=C1)C1=CC(=CN=N1)N1CCC(CC1)(C(=O)N(C1CCNCC1)C)C1=CC=CC=C1